BrC=1C=C2C(=NC(=NC2=CC1)C)C 6-Bromo-2,4-dimethyl-quinazoline